tert-butyl (3-((1-benzylpiperidin-4-yl)oxy)propyl)carbamate C(C1=CC=CC=C1)N1CCC(CC1)OCCCNC(OC(C)(C)C)=O